1-(6-bromo-1-methyl-1H-indazol-3-yl)-1,3-diazinane-2,4-dione BrC1=CC=C2C(=NN(C2=C1)C)N1C(NC(CC1)=O)=O